tert-Butyl-potassium C(C)(C)(C)[K]